2-diethoxyphosphonoacetic acid ethyl ester C(C)OC(CP(=O)(OOCC)OOCC)=O